(1S,3S)-3-((6-(5-(((Butyl(methyl)carbamoyl)oxy)methyl)-1-methyl-1H-1,2,3-triazole-4-yl)-2-(oxetan-3-yl)pyridin-3-yl)oxy)cyclohexane-1-carboxylic acid C(CCC)N(C(=O)OCC1=C(N=NN1C)C1=CC=C(C(=N1)C1COC1)O[C@@H]1C[C@H](CCC1)C(=O)O)C